N(=[N+]=[N-])[C@@](C)(C1CC1)C1=CN=C(C2=CN=C(C=C12)Cl)OC1CC1 (S)-4-(1-azido-1-cyclopropylethyl)-6-chloro-1-cyclopropoxy-2,7-naphthyridine